(2R)-Ethyl 2-methyl-5-(propan-2-ylidene)cyclopentanecarboxylate C[C@H]1C(C(CC1)=C(C)C)C(=O)OCC